pyrazolo[3,4-d]pyrimidine-3-carboxamide N1N=C(C=2C1=NC=NC2)C(=O)N